(Z)-methyl 3-(((4-((3-(dimethylamino)-3-oxopropyl)(methyl)amino)phenyl)amino)(phenyl)methylene)-2-oxo-2,3-dihydro-1H-pyrrolo[2,3-b]pyridine-6-carboxylate CN(C(CCN(C1=CC=C(C=C1)N\C(=C\1/C(NC2=NC(=CC=C21)C(=O)OC)=O)\C2=CC=CC=C2)C)=O)C